O1C(NC=C1)CO 4-oxazoline-methanol